4,6-bis(1,1-dimethylpropyl)benzene CC(CC)(C)C1=CC=CC(=C1)C(CC)(C)C